C(C1=CC=CC=C1)OC(=O)N[C@@H](C(=O)OCC1=CC=CC=C1)CNC(C1=CC(=CC(=C1)F)C=1C(=NC=NC1)CC)=O (R)-benzyl 2-(((benzyloxy)carbonyl)amino)-3-(3-(4-ethylpyrimidin-5-yl)-5-fluorobenzamido)propanoate